[5-(4-hydroxyphenyl)-7-(trifluoromethyl)pyrazolo[1,5-a]pyrimidin-3-yl] cyclopentyl ketone C1(CCCC1)C(=O)C=1C=NN2C1N=C(C=C2C(F)(F)F)C2=CC=C(C=C2)O